6-{[(4-fluorophenyl)oxy]methyl}-4-[5-({[(1R)-2,3-dihydro-1H-indenyl]amino}carbonyl)thiophen-2-yl]-5-(5-methyl-1,3,4-oxadiazol-2-yl)-2-(2-methylpropyl)pyridine-3-carboxamide FC1=CC=C(C=C1)OCC1=C(C(=C(C(=N1)CC(C)C)C(=O)N)C=1SC(=CC1)C(=O)N[C@@H]1CCC2=CC=CC=C12)C=1OC(=NN1)C